ClC=1N(C2=CC=C(C=C2C1)C=O)C1=NOC(=N1)C1=CC(=C(C=C1)OC(C)C)Cl Chloro-1-(5-(3-chloro-4-isopropoxyphenyl)-1,2,4-oxadiazol-3-yl)-1H-indole-5-carbaldehyde